(R)-3-(1-(5-bromo-2-fluoronicotinamido)ethyl)-5-(trifluoromethyl)phenyl acetate C(C)(=O)OC1=CC(=CC(=C1)C(F)(F)F)[C@@H](C)NC(C1=C(N=CC(=C1)Br)F)=O